tert-Butyl (R)-2-(hydroxymethyl)-4-methylenepyrrolidine-1-carboxylate OC[C@@H]1N(CC(C1)=C)C(=O)OC(C)(C)C